(R)-2-((1-(3-cyano-7-methyl-4-oxo-2-(1-oxa-7-azaspiro[3.5]nonan-7-yl)-4H-pyrido[1,2-a]pyrimidin-9-yl)ethyl)amino)benzoic acid C(#N)C1=C(N=C2N(C1=O)C=C(C=C2[C@@H](C)NC2=C(C(=O)O)C=CC=C2)C)N2CCC1(CCO1)CC2